2-(3-(5-Methylisoxazol-3-yl)-6-((6-(oxetan-3-yl)-5,6,7,8-tetrahydro-1,6-naphthyridin-2-yl)methoxy)-[1,2,4]triazolo[4,3-b]pyridazin-7-yl)propan-2-ol CC1=CC(=NO1)C1=NN=C2N1N=C(C(=C2)C(C)(C)O)OCC2=NC=1CCN(CC1C=C2)C2COC2